tert-butyl (S)-19-((2S,4R)-4-hydroxy-2-((4-(4-methylthiazol-5-yl)benzyl)carbamoyl)pyrrolidine-1-carbonyl)-20,20-dimethyl-17-oxo-3,6,9,12,15-pentaoxa-18-azahenicosanoate O[C@@H]1C[C@H](N(C1)C(=O)[C@@H](NC(COCCOCCOCCOCCOCC(=O)OC(C)(C)C)=O)C(C)(C)C)C(NCC1=CC=C(C=C1)C1=C(N=CS1)C)=O